[Co].[Li].C(C=C)(=O)OCCC[Si](OCCCC)(OCCCC)OCCCC acryloyloxypropyl-tributoxysilane lithium Cobalt